BrC1=C(C=CC=C1)S(=O)(=O)NC1=NSC(=C1C)C 2-bromo-N-(4,5-dimethylisothiazol-3-yl)benzenesulfonamide